4-methyl-4-[(trifluoromethoxy)methyl]piperidin CC1(CCNCC1)COC(F)(F)F